[Br-].C(C)O[Hf+](OCC)OCC triethoxyhafnium bromide